1-(3-methoxybenzyl)-2-((cyclopropylformylpiperazin-1-yl)methyl)-1H-benzimidazole COC=1C=C(CN2C(=NC3=C2C=CC=C3)CN3C(CNCC3)C(=O)C3CC3)C=CC1